(phenyl)[(biphenylyl)(dimethylfluorenyl)triazineyl]dibenzothiophene C1(=CC=CC=C1)C1=C(C2=C(SC3=C2C=CC=C3)C=C1)C1=NN=NC(=C1C1=C(C(=CC=3C2=CC=CC=C2CC13)C)C)C1=C(C=CC=C1)C1=CC=CC=C1